tert-butyl (4S)-4-{[1-(tert-butoxycarbonyl)-5,5-dimethyl-2-oxopyrrolidin-3-ylidene]methyl}-2,2-dimethyl-1,3-oxazolidine-3-carboxylate C(C)(C)(C)OC(=O)N1C(C(CC1(C)C)=C[C@@H]1N(C(OC1)(C)C)C(=O)OC(C)(C)C)=O